4-carboxyl-(1,1-biphenyl) C(=O)(O)C1=CC=C(C=C1)C1=CC=CC=C1